C(\C=C\C(=O)O)(=O)O.C(\C=C\C(=O)O)(=O)O.ClC=1C=CC(=C(CN2CC(C2)CN)C1)OCC (1-(5-chloro-2-ethoxybenzyl)azetidin-3-yl)methanamine difumarate